ClC=1C=CC(=NC1)CN1N=C2N([C@H](C[C@H](C2)C(F)(F)F)C(=O)O)C1=O |r| (5RS,7RS)-2-[(5-Chloropyridin-2-yl)methyl]-3-oxo-7-(trifluoromethyl)-2,3,5,6,7,8-hexahydro[1,2,4]triazolo[4,3-a]pyridine-5-carboxylic acid